ClC1=C2C=NN(C2=C(C=C1)C(=O)NC1CC2(CC(C2)C(=O)O)C1)[C@H](C)C1=CC=C(C=C1)C1=CC(=CC(=C1)OC)C#N |r| (Sa)-6-(4-chloro-1-((racemic)-1-(3'-cyano-5'-methoxy-[1,1'-biphenyl]-4-yl)-ethyl)-1H-indazole-7-carboxamido)spiro[3.3]heptane-2-carboxylic acid